3-cyclopentyl-5-(4-methoxyphenyl)isoxazolo[4,5-d]pyrimidin-7(6H)-one C1(CCCC1)C1=NOC2=C1N=C(NC2=O)C2=CC=C(C=C2)OC